3-(6-Bromo-2-pyridyl)-1H-benzimidazol-2-one BrC1=CC=CC(=N1)N1C(NC2=C1C=CC=C2)=O